FC(C1=NN=C(O1)C1=CC(=C(CN(C=2C(C(C2N2CCS(CC2)(=O)=N)=O)=O)C2=CC=CC=C2)C=C1)F)F 3-((4-(5-(difluoromethyl)-1,3,4-oxadiazol-2-yl)-2-fluorobenzyl)(phenyl)amino)-4-(1-imino-1-oxidothiomorpholino)cyclobut-3-en-1,2-dione